C1(CC1)C(=O)N 1-cyclopropyl-carboxamide